CN1C(N(C2=C1C=CC=C2)C)=O 1,3-dimethyl-1,3-dihydro-2H-benzo[d]imidazol-2-one